NCC(=O)N1[C@@H](CCC1)C(=O)N[C@@H](CCCNC(N)=N)C(=O)N(C)CC(=O)O glycyl-L-prolyl-L-arginyl-sarcosine